2-(2,4-difluoro-5-nitrophenyl)-1-morpholinoethane-1-one FC1=C(C=C(C(=C1)F)[N+](=O)[O-])CC(=O)N1CCOCC1